[Pd].[Si](=O)=O silicon dioxide palladium